ClC=1C(=NC(=NC1)NC=1C(=NN(C1)C)OCC)C1=CNC2=C(C=CC=C12)NC([C@@H](C)N1CCN(CC1)C)=O (2R)-N-(3-{5-chloro-2-[(3-ethoxy-1-methyl-1H-pyrazol-4-yl)amino]pyrimidin-4-yl}-1H-indol-7-yl)-2-(4-methylpiperazin-1-yl)propanamide